CN(C(C(=O)C1=CNC2=C(C=CC(=C12)OCC1=CC=C(C=C1)C(F)(F)F)C)=O)C N,N-dimethyl-2-[7-methyl-4-[4-(trifluoromethyl)benzyloxy]indol-3-yl]glyoxylamide